4-(ethylsulfonyl)-1-methyl-3-(7-(trifluoromethyl)imidazo[1,2-c]pyrimidin-2-yl)-1H-pyrazol-5-amine C(C)S(=O)(=O)C=1C(=NN(C1N)C)C=1N=C2N(C=NC(=C2)C(F)(F)F)C1